2-(2,6-dioxopiperidin-3-yl)-6-fluoro-1-oxo-N-((R)-2,2,2-trifluoro-1-(4-fluorophenyl)ethyl)isoindoline-5-carboxamide O=C1NC(CCC1N1C(C2=CC(=C(C=C2C1)C(=O)N[C@@H](C(F)(F)F)C1=CC=C(C=C1)F)F)=O)=O